1H-imidazole-4-formamide N1C=NC(=C1)C(=O)N